2-(2'-hydroxy-3'-tridecyl-5'-methylphenyl)benzotriazole OC1=C(C=C(C=C1CCCCCCCCCCCCC)C)N1N=C2C(=N1)C=CC=C2